8-chloro-9-fluoro-N-methyl-5,6-dihydro-4H-pyrrolo[3,2,1-ij]quinolin-5-amine ClC=1C=C2CC(CN3C2=C(C1F)C=C3)NC